C(C(CC)=NO)=O butan-1,2-dione 2-oxime